OC1=C2C(C=C(C(C2=C(C=C1)O)=O)/C=C/C(=O)OCC)=O ethyl (E)-3-(5,8-dihydroxy-1,4-dioxo-1,4-dihydronaphthalen-2-yl)acrylate